methyl (Z)-2-[5-(4-bromo-3-cyclohexyl-pyrazol-1-yl)-2-methyl-phenoxy]-3-methoxy-prop-2-enoate BrC=1C(=NN(C1)C=1C=CC(=C(O\C(\C(=O)OC)=C/OC)C1)C)C1CCCCC1